3-(3-(difluoromethyl)-8-methyl-[1,2,4]triazolo[4,3-a]pyridin-7-yl)-2,2-dimethylpropanoate FC(C1=NN=C2N1C=CC(=C2C)CC(C(=O)[O-])(C)C)F